ClC=1C=C(NC(C(C(=O)N[C@H](CC(=O)OC)C)F)=O)C=C(C1)Cl methyl (3S)-3-[[3-(3,5-dichloroanilino)-2-fluoro-3-oxo-propanoyl]amino]butanoate